COC1(CC(C1)(O)C1=CC2=C(N=C(N=C2)C=2C=C3C(=NC2)N(N=N3)C)S1)C cis-3-methoxy-3-methyl-1-(2-(3-methyl-3H-[1,2,3]triazolo[4,5-b]pyridin-6-yl)thieno[2,3-d]pyrimidin-6-yl)cyclobutanol